NC1=C(C(=CC=2N(C(=NC21)COC)C)SC)C2=CC=CN1C(=CC(=C21)I)C(=O)C2=CC(=C(C(=C2)F)F)F (8-(4-amino-2-(methoxymethyl)-1-methyl-6-(methylthio)-1H-benzo[d]imidazol-5-yl)-1-iodoindolizin-3-yl)(3,4,5-trifluorophenyl)methanone